(S)-N-(3-Nitro-4-chlorobenzenesulfonyl)-2-(2-(5-(([1,1'-biphenyl]-4-yl)methylene)-thiazolidine-2,4-dione-3-yl)acetamido)-3-(4-bromophenyl)propionamide Chloro(phenyl)methyl-dodecanoate ClC(C(=O)O)(CCCCCCCCCC)CC1=CC=CC=C1.[N+](=O)([O-])C=1C=C(C=CC1Cl)S(=O)(=O)NC([C@H](CC1=CC=C(C=C1)Br)NC(CN1C(SC(C1=O)=CC1=CC=C(C=C1)C1=CC=CC=C1)=O)=O)=O